C1(CC1)C1=NC=NC(=C1C1=NN(C2=NC=NC=C21)CC2=CC=C(C=C2)C=2N(C=C(N2)C(F)(F)F)C(C)C)OC (4-cyclopropyl-6-methoxypyrimidin-5-yl)-1-(4-(1-isopropyl-4-(trifluoromethyl)-1H-imidazol-2-yl)benzyl)-1H-pyrazolo[3,4-d]pyrimidine